2-((2S)-1-propenoyl-4-(4-chloro-2'-(((S)-1-methylpyrrolidin-2-yl)methoxy)-3-(trifluoromethyl)-5',8'-dihydro-6'H-spiro[indene-1,7'-quinazolin]-4'-yl)piperazin-2-yl)acetonitrile C(C=C)(=O)N1[C@H](CN(CC1)C1=NC(=NC=2CC3(CCC12)C=C(C1=C(C=CC=C13)Cl)C(F)(F)F)OC[C@H]1N(CCC1)C)CC#N